4-ISOPROPYLTHIOPHENYLBORONIC ACID C(C)(C)SC1=CC=C(C=C1)B(O)O